C1(CCCC1)C=1C(=CC(N(C1)C)=O)C=1C2=C(C(N(C1)C)=O)NC(=C2)C=2C=NN(C2)C(C)C 4-(5-cyclopentyl-1-methyl-2-oxo-1,2-dihydropyridin-4-yl)-2-(1-isopropyl-1H-pyrazol-4-yl)-6-methyl-1,6-dihydro-7H-pyrrolo[2,3-c]pyridin-7-one